2-[2-(3-bromo-4,5-dihydro-1,2-oxazol-5-yl)-5-chloro-3-fluorophenyl]-3,5-difluoropyridine BrC1=NOC(C1)C1=C(C=C(C=C1F)Cl)C1=NC=C(C=C1F)F